C(=C)[Si](CCCCCCCCCCCC)(CCCCCCCCCCCC)CCCCCCCCCCCC vinyltri(dodecyl)silane